3-(1-fluorocyclobutyl)propanal FC1(CCC1)CCC=O